ON[C@@H](C(C)C)C(=O)O Hydroxy-L-valine